C1(=CC=CC=2C3=CC=CC=C3C=CC12)[Ti]C(C1=CC=CC=C1)(C1=CC=CC=C1)C1=CC=CC=C1 phenanthryltrityltitanium